C(C)(C)(C)NS(=O)(=O)C=1C=NC=C(C1)C1=NC2=CC=CC(=C2C(=N1)NCC1=NC=CC=C1)C1=CC=CC=C1 N-tert-butyl-5-(5-phenyl-4-(pyridin-2-ylmethylamino)quinazolin-2-yl)pyridine-3-sulfonamide